3,9-bis[2-[3-(3-tert-butyl-4-hydroxy-5-methylphenyl)propanoyloxy]-1,1-dimethylethyl]-2,4,8,10-tetraoxaspiro[5.5]undecane C(C)(C)(C)C=1C=C(C=C(C1O)C)CCC(=O)OCC(C)(C)C1OCC2(CO1)COC(OC2)C(COC(CCC2=CC(=C(C(=C2)C)O)C(C)(C)C)=O)(C)C